iodofluoropyridine IC=1C(=NC=CC1)F